CN(C(CCCCCCCC\C=C/CCCCCCCC(=O)OC)CCCCCCCC)C methyl (9Z)-19-(dimethylamino)heptacos-9-enoate